methyl 3-(3-methoxy-2-[[6-oxo-5-(trifluoromethyl)-1,6-dihydropyridazin-4-yl]amino]propoxy)propanoate COCC(COCCC(=O)OC)NC=1C=NNC(C1C(F)(F)F)=O